[6-(5-cyclopropyl-4H-1,2,4-triazol-3-yl)-2-azaspiro[3.3]heptan-2-yl]-[6-[[4-(trifluoromethyl)imidazol-1-yl]methyl]-2-azaspiro[3.3]heptan-2-yl]methanone C1(CC1)C=1NC(=NN1)C1CC2(CN(C2)C(=O)N2CC3(C2)CC(C3)CN3C=NC(=C3)C(F)(F)F)C1